CCCN1C2=C(C(=O)NC1=O)NC=N2 The molecule is xanthine bearing a propyl substituent at position 3. A bronchodilator, it is used for the symptomatic treatment of asthma and chronic obstructive pulmonary disease, and in the management of cerebrovascular insufficiency, sickle cell disease, and diabetic neuropathy. It has a role as a non-steroidal anti-inflammatory drug, a bronchodilator agent, an anti-asthmatic drug and an anti-arrhythmia drug.